6-(1,2-dihydroxyethyl)-4-(4-methoxy-4-methylpiperidin-1-yl)-2-oxo-1,2-dihydro-1,7-naphthyridine-3-carbonitrile OC(CO)C=1C=C2C(=C(C(NC2=CN1)=O)C#N)N1CCC(CC1)(C)OC